3-(hydroxymethyl)-2-nonen-1-ol OCC(=CCO)CCCCCC